(S)-3-amino-4-(4-((2,4-difluorophenyl)fluoromethyl)piperidin-1-yl)benzonitrile NC=1C=C(C#N)C=CC1N1CCC(CC1)[C@H](F)C1=C(C=C(C=C1)F)F